trin-octyl-methylphosphonium 2-ethylhexanoate C(C)C(C(=O)[O-])CCCC.C(CCCCCCC)[P+](C)(CCCCCCCC)CCCCCCCC